2-(4-diethoxyphosphorylphenyl)-4,4,5,5-tetramethyl-1,3,2-dioxaborolane C(C)OP(=O)(OCC)C1=CC=C(C=C1)B1OC(C(O1)(C)C)(C)C